C1(CC1)C=1C=CC(=NC1)C(O)[C@]12CC=3C=NN(C3C=C1CC[C@@H](C2)S(=O)(=O)C2=NN(C=N2)C)C2=CC=C(C=C2)F (5-Cyclopropylpyridin-2-yl)((4aS,6S)-1-(4-fluorophenyl)-6-((1-methyl-1H-1,2,4-triazol-3-yl)sulfonyl)-1,4,5,6,7,8-hexahydro-4aH-benzo[f]indazol-4a-yl)methanol